2-(3-chloro-5-fluorophenoxy)-8,8-difluorobicyclo[4.2.0]octa-1,3,5-triene ClC=1C=C(OC2=C3C(CC3=CC=C2)(F)F)C=C(C1)F